C(CCCCCCCCCCCCC)OC1=C(C=C(C=C1)N)N 1-tetradecyloxy-2,4-diaminobenzene